(1S,2R,3R,5R)-3-(4-amino-6,7-dihydro-cyclopenta[4,5]pyrrolo[2,3-d]pyrimidin-8(5H)-yl)-5-((1R)-2-(2-aminoquinolin-7-yl)cyclopropyl)cyclopentane-1,2-diol NC=1C2=C(N=CN1)N(C1=C2CCC1)[C@H]1[C@H]([C@H]([C@H](C1)[C@H]1C(C1)C1=CC=C2C=CC(=NC2=C1)N)O)O